rac-tert-butyl [(4-ethyl-2,5-dioxoimidazolidin-4-yl)methyl]carbamate Ammonium carbonate C([O-])([O-])=O.[NH4+].C(C)[C@@]1(NC(NC1=O)=O)CNC(OC(C)(C)C)=O.[NH4+] |r|